C(#N)C1=C(C(=C(N=N1)N1CC2=C(CC1)N=C(S2)C#N)C)C 5-(6-cyano-4,5-dimethylpyridazin-3-yl)-4,5,6,7-tetrahydrothiazolo[5,4-c]pyridine-2-carbonitrile